(R)-3-(4-cyano-2-methoxyphenoxy)-N-(3-(S-methylsulfonimidoyl)phenyl)-6-(trifluoromethyl)pyridazine-4-carboxamide C(#N)C1=CC(=C(OC=2N=NC(=CC2C(=O)NC2=CC(=CC=C2)[S@@](=O)(=N)C)C(F)(F)F)C=C1)OC